NC([C@H](CC)NC(=O)C1=C(OC2=C1C=C(C=C2)OCC2=C(N=CS2)C)C)=O (S)-N-(1-amino-1-oxobutan-2-yl)-2-methyl-5-((4-methylthiazol-5-yl)methoxy)benzofuran-3-carboxamide